2-[3-(5-chloro-2-fluoro-phenyl)-1H-pyrazol-4-yl]-7-(3,6-diazabicyclo[3.2.0]heptan-3-yl)-1,5-naphthyridine ClC=1C=CC(=C(C1)C1=NNC=C1C1=NC2=CC(=CN=C2C=C1)N1CC2CNC2C1)F